BrC1=C2C=CC=CC2=C(C2=NSN=C21)Br 4,9-dibromonaphtho[2,3-c][1,2,5]thiadiazole